6-(benzyloxy)furo[3,2-c][1,2,4]triazolo[1,5-a]pyridine-5-carboxylic acid C(C1=CC=CC=C1)OC=1C2=C(C=3N(C1C(=O)O)N=CN3)C=CO2